1-(3-((2R,3S)-3-hydroxypiperidin-2-yl)propyl)-1H-benzo[d]imidazol-2-ol dihydrochloride Cl.Cl.O[C@@H]1[C@H](NCCC1)CCCN1C(=NC2=C1C=CC=C2)O